P(O)(O)OC1=C(C(OP(O)O)=C(C(=C1C1=CC=CC=C1)C1=CC=CC=C1)C1=CC=CC=C1)C1=CC=CC=C1 tetraphenylresorcinol bisphosphite